Hexahydro-Pyrimidine-4-Carboxylic Acid Hydroxyamide ONC(=O)C1NCNCC1